diisopropyl-4-formyl-1,4-cyclohexadiene-1,2-dicarboxylic acid C(C)(C)C1(C(=C(CC=C1C=O)C(=O)O)C(=O)O)C(C)C